C(C)(C)(C)NC(C[C@@H](C(=O)N[C@@H](C)CC(=O)NCC1=CC=CC2=CC=CC=C12)NS(=O)(=O)C1=CC=CC=C1)=O (S)-N4-(tert-butyl)-N1-((S)-4-((naphthalen-1-ylmethyl)amino)-4-oxobutan-2-yl)-2-(phenylsulfonamido)succinamide